(9R,13S)-13-Amino-3-(2-hydroxyethyl)-9-methyl-3,4,7,15-tetraazatricyclo[12.3.1.02,6]octadeca-1(18),2(6),4,14,16-pentaen-8-one N[C@H]1CCC[C@H](C(NC=2C=NN(C2C=2C=CN=C1C2)CCO)=O)C